O1C(=CC=C1)C(=O)N1CCC=2C1=CN=CC2C2=CC=C(C#N)C=C2 4-[1-(furan-2-carbonyl)-2,3-Dihydro-1H-pyrrolo[2,3-c]pyridin-4-yl]benzonitrile